N-methylethylamine CNCC